C(C(=C)C)(=O)OC1C(CC(CC1)C(C)(C)C)O 4-t-butyl-2-hydroxycyclohexyl methacrylate